OCC=1C=C(CN[C@H](CCCOCCNC2=C3C=NNC3=CC(=C2)C=2C=C(N=NC2)O)C)C=C(C1)OC(F)(F)F (S)-5-(4-((2-((4-((3-(hydroxymethyl)-5-(trifluoromethoxy)benzyl)amino)pentyl)oxy)ethyl)amino)-1H-indazol-6-yl)pyridazin-3-ol